(3R)-1-[7-(pyridin-4-yl)-1,2,3,4-tetrahydroacridin-9-yl]pyrrolidin-3-amine hydrochloride Cl.N1=CC=C(C=C1)C1=CC=C2N=C3CCCCC3=C(C2=C1)N1C[C@@H](CC1)N